FC1=CC=C(C=C1)[C@](CC(=O)NC1(CC1)C1=CC(=NC=C1)OCC(F)(F)F)(C)O (R)-3-(4-fluorophenyl)-3-hydroxy-N-(1-(2-(2,2,2-trifluoroethoxy)pyridin-4-yl)cyclopropyl)butanamide